CC([C@@H](C(NC)=O)NC(=O)C=1C=2C[C@@H]3[C@H](C2N(N1)C1=NC=CC(=C1)OC)C3)(C)C (1aR,5aR)-2-(4-Methoxy-pyridin-2-yl)-1a,2,5,5a-tetrahydro-1H-2,3-diaza-cyclopropa[a]pentalene-4-carboxylic acid ((S)-2,2-dimethyl-1-methylcarbamoyl-propyl)-amide